9-((5-((2-bromobenzyl)thio)-4-phenyl-4H-1,2,4-triazol-3-yl)methyl)-9H-carbazole BrC1=C(CSC=2N(C(=NN2)CN2C3=CC=CC=C3C=3C=CC=CC23)C2=CC=CC=C2)C=CC=C1